methoxy-6-methyl-[2,3'-bipyridine]-4-carboxylic acid COC=1C(=NC(=CC1C(=O)O)C)C=1C=NC=CC1